(1S,4s)-4-(2-(((R)-2-(5-Fluoropyridin-3-yl)-2-hydroxyethyl)amino)-2-methylpropyl)cyclohexane-1-carboxylic acid FC=1C=C(C=NC1)[C@H](CNC(CC1CCC(CC1)C(=O)O)(C)C)O